NC([C@H](C[C@H]1C(NCCC1)=O)NC([C@H](CC1CC1)N(C(=O)C1=NC2=C(N1)C(=CC=C2)Cl)C)=O)=O N-[(1S)-2-[[(1S)-2-amino-2-oxo-1-[[(3S)-2-oxo-3-piperidyl]methyl]ethyl]amino]-1-(cyclopropylmethyl)-2-oxo-ethyl]-7-chloro-N-methyl-1H-benzimidazole-2-carboxamide